(3-{2-[(3,5-dimethylphenyl)amino]pyrimidin-4-yl}-1-methyl-1H-pyrazol-5-yl)[(2S)-2-(hydroxymethyl)pyrrolidin-1-yl]methanone CC=1C=C(C=C(C1)C)NC1=NC=CC(=N1)C1=NN(C(=C1)C(=O)N1[C@@H](CCC1)CO)C